sodium triacetoxyborohydride sodium triacetoxyborohydride C(C)(=O)O[BH-](OC(C)=O)OC(C)=O.[Na+].C(C)(=O)O[BH-](OC(C)=O)OC(C)=O.[Na+]